4-(hydroxymethyl)pyrrolidine-1-carboxylic acid benzyl ester C(C1=CC=CC=C1)OC(=O)N1CCC(C1)CO